CC=1N=CC(=NC1)N1C[C@@H](CCC1)NC1=NC=NC(=C1)N1CCOCC1 (R)-N-(1-(5-Methylpyrazin-2-yl)piperidin-3-yl)-6-morpholinopyrimidin-4-amine